tert-Butyl 2,4-dicyano-6-methoxy-3-(piperidin-1-yl)phenyl carbonate C(OC(C)(C)C)(OC1=C(C(=C(C=C1OC)C#N)N1CCCCC1)C#N)=O